METHYL 3-(PYRIMIDIN-2-YLETHYNYL)BENZOATE N1=C(N=CC=C1)C#CC=1C=C(C(=O)OC)C=CC1